(S)-N-(4-(1-(2-methyl-1H-imidazol-1-yl)ethyl)phenyl)isonicotinamide CC=1N(C=CN1)[C@@H](C)C1=CC=C(C=C1)NC(C1=CC=NC=C1)=O